tetrahydro-1H-5,9-methanopyrano[3,4-d]oxepine-1,3,6,8(4H)-tetrone C1(OC(CC2C1C1C(OC(C2C1)=O)=O)=O)=O